2-hydroxy-1-(4-[4-(2-hydroxy-2-methyl-propionyl)-benzyl]phenyl)-2-methyl-propane-1-one OC(C(=O)C1=CC=C(C=C1)CC1=CC=C(C=C1)C(C(C)(C)O)=O)(C)C